tert-butyl 2-[benzyloxycarbonyl(methyl)amino]-4,6,7,8-tetrahydropyrazolo[1,5-a][1,4]diazepine-5-carboxylate C(C1=CC=CC=C1)OC(=O)N(C1=NN2C(CN(CCC2)C(=O)OC(C)(C)C)=C1)C